(R)-benzyl pyrrolidine-2-carboxylate hydrochloride Cl.N1[C@H](CCC1)C(=O)OCC1=CC=CC=C1